FC=1C=C(C#N)C=CC1COC=1C=C2CCNCC2=CC1 3-fluoro-4-(((1,2,3,4-tetrahydroisoquinolin-6-yl)oxy)methyl)benzonitrile